(S)-N'-((3-(5-fluoro-2-methoxypyridin-4-yl)bicyclo[4.2.0]octa-1(6),2,4-trien-2-yl)carbamoyl)-6,7-dihydro-5H-pyrazolo[5,1-b][1,3]oxazine-3-sulfonimidamide FC=1C(=CC(=NC1)OC)C1=C(C=2CCC2C=C1)NC(=O)N=[S@@](=O)(N)C=1C=NN2C1OCCC2